NCCN1CN(CN=C1NCCC[Si](O)(O)O)CCN N,N'-bis(2-aminoethyl)-6-(3-trihydroxysilylpropyl)amino-1,3,5-triazine